BrC=1C=CC(=C(C(=O)NC2=C(C=C(C(=C2)Cl)C(C#N)C2=CC=C(C=C2)Cl)C)C1)OC 5-bromo-N-(5-chloro-4-((4-chlorophenyl)(cyano)methyl)-2-methylphenyl)-2-methoxybenzamide